CC1(CC2=C(C(N1)=O)C=C(N2)C2=CC(=NC=C2)NC(CC2=CC=C(C=C2)F)=O)C N-[4-(6,6-dimethyl-4-oxo-4,5,6,7-tetrahydro-1H-pyrrolo[3,2-c]pyridin-2-yl)pyridin-2-yl]-2-(4-fluorophenyl)acetamide